(3R)-3-amino-7-(5-tert-butyl-1,3,4-oxadiazol-2-yl)-1,1-dioxo-5-[[4-[5-(trifluoromethyl)isoxazol-3-yl]phenyl]methyl]-2,3-dihydro-1λ6,5-benzothiazepine-4-One N[C@H]1CS(C2=C(N(C1=O)CC1=CC=C(C=C1)C1=NOC(=C1)C(F)(F)F)C=C(C=C2)C=2OC(=NN2)C(C)(C)C)(=O)=O